COC1=CC(=C(C=C1OC)NC(=O)C=1OC2=CC=CC=C2C(C1)=O)C(NC1=CC=C(C=C1)CCN(CC=1C=NC=CC1)CC=1C=C2C=NN(C2=CC1)C)=O N-(4,5-dimethoxy-2-((4-(2-(((1-methyl-1H-indazol-5-yl)methyl)(pyridin-3-ylmethyl)amino)ethyl)phenyl)carbamoyl)phenyl)-4-oxo-4H-chromene-2-carboxamide